C1(CC1)[C@]1(C(N(C[C@H]1C)C=1C=2N(N=CC1)C(=C(N2)C=2C=NN(C2)C)F)=O)C#N (3R,4S)-3-cyclopropyl-1-(3-fluoro-2-(1-methyl-1H-pyrazol-4-yl)imidazo[1,2-b]pyridazin-8-yl)-4-methyl-2-oxopyrrolidine-3-carbonitrile